FC=1C(=C(C#N)C=CC1C=1OC=CC1)C 3-fluoro-4-(furan-2-yl)-2-methylbenzonitrile